5-[4-[[6-[5-chloro-1-methyl-4-(trifluoromethyl)imidazol-2-yl]-5-fluoro-3-pyridyl]methoxy]pyrimidin-2-yl]-4-cyclopropyl-6-methoxy-pyrimidine ClC1=C(N=C(N1C)C1=C(C=C(C=N1)COC1=NC(=NC=C1)C=1C(=NC=NC1OC)C1CC1)F)C(F)(F)F